5-(4-fluorophenyl)-1-isopropyl-3,3,5,7-tetramethyl-octahydrobenzo[c]isoxazole FC1=CC=C(C=C1)C1(CC2C(N(OC2(C)C)C(C)C)C(C1)C)C